ClC1=CC=C2C(=NC(=NC2=C1)NN)N(C1=CN=CS1)C N-(7-chloro-2-hydrazinoquinazolin-4-yl)-N-methylthiazol-5-amine